CC=1N=C(SC1C1=NC(=NC=C1)NC)NC(=O)NC1=CC(=CC=C1)SC 1-(4-Methyl-5-(2-(methylamino)pyrimidin-4-yl)thiazol-2-yl)-3-(3-(methylthio)phenyl)urea